γ-(methyl)acryloyloxypropyltrimethoxysilane CC=CC(=O)OCCC[Si](OC)(OC)OC